BrC=1C=C2C(=NC1)N(CC21CC1)C(=O)OC(C)(C)C tert-Butyl 5'-bromospiro[cyclopropane-1,3'-pyrrolo[2,3-b]pyridine]-1'(2'H)-carboxylate